2,2,2-trichloroethyl(5-methyl-6-(2-methylpyrimidin-5-yl)-2-phenylpyridin-3-yl) carbamate C(N)(OC=1C(=NC(=C(C1CC(Cl)(Cl)Cl)C)C=1C=NC(=NC1)C)C1=CC=CC=C1)=O